C(C1=CC=CC=C1)OC=1C(C=CN2N(CN(C(C21)=O)CC2=C(C(=CC=C2)Cl)F)C21C(=CC3=CC=CC=C23)CC=2C=CC=CC21)=O 5-(benzyloxy)-3-(3-chloro-2-fluorobenzyl)-1-(indeno[1,2-a]inden-4b(9H)-yl)-2,3-dihydro-1H-pyrido[2,1-f][1,2,4]triazine-4,6-dione